3-(acryloyloxyethyl)-2,2,4,4-tetrafluorooxetane C(C=C)(=O)OCCC1C(OC1(F)F)(F)F